The molecule is a maleate salt obtained by combining acetophenazine with two molar equivalents of maleic acid. It has a role as a phenothiazine antipsychotic drug. It contains an acetophenazine. CC(=O)C1=CC2=C(SC3=CC=CC=C3N2CCCN4CCN(CC4)CCO)C=C1.C(=C\\C(=O)O)\\C(=O)O.C(=C\\C(=O)O)\\C(=O)O